CS(=O)(=O)N1N=CC2=C(C=CC=C12)NC1=NC=C(C(=N1)N[C@H]1COCC1)C(F)(F)F (R)-N2-(1-(methylsulfonyl)-1H-indazol-4-yl)-N4-(tetrahydrofuran-3-yl)-5-(trifluoromethyl)pyrimidine-2,4-diamine